FC1=CC=C(C=C1)C=1N=C(NC1)[C@H](CC=C)NC(OC(C)(C)C)=O (S)-tert-butyl (1-(4-(4-fluorophenyl)-1H-imidazol-2-yl) but-3-en-1-yl)carbamate